2-(4-(trifluoromethyl)pyrimidine-5-carboxamido)butanoic acid FC(C1=NC=NC=C1C(=O)NC(C(=O)O)CC)(F)F